(S)-1-tert-butyl 2-methyl 4-((R)-5-(benzyloxy)-4-(1,3-dioxoisoindolin-2-yl)-3,3-dimethyl-5-oxopentyl)piperazine-1,2-dicarboxylate C(C1=CC=CC=C1)OC([C@@H](C(CCN1C[C@H](N(CC1)C(=O)OC(C)(C)C)C(=O)OC)(C)C)N1C(C2=CC=CC=C2C1=O)=O)=O